Tert-butyl 2-(6-bromoimidazo[1,5-a]pyridine-3-carbonyl)hydrazine-1-carboxylate BrC=1C=CC=2N(C1)C(=NC2)C(=O)NNC(=O)OC(C)(C)C